4-(naphthalene-2-yl)phenylboronic acid pinacol ester C1=C(C=CC2=CC=CC=C12)C1=CC=C(C=C1)B1OC(C)(C)C(C)(C)O1